tert-Butyl 4-amino-5-chloroisoindoline-2-carboxylate NC1=C2CN(CC2=CC=C1Cl)C(=O)OC(C)(C)C